O=C1NC(CC[C@@H]1N1C(C2=CC=C(C=C2C1)N1CCN(CC1)CC1CCN(CC1)C1=NC=C(C(=O)N)C=C1)=O)=O 6-(4-((4-(2-((S)-2,6-dioxopiperidin-3-yl)-1-oxoisoindolin-5-yl)piperazin-1-yl)methyl)piperidin-1-yl)nicotinamide